S(=O)(=O)(OS(=O)(=O)O)[O-].[Na+] sodium sulfo (sulfate)